O1C(C=C1)C(=O)O oxetic acid